rac-(R)-3-(4-(piperidin-4-ylmethoxy)phenyl)piperidine-2,6-dione N1CCC(CC1)COC1=CC=C(C=C1)[C@@H]1C(NC(CC1)=O)=O |r|